2,2,7,7-tetraethylazepane C(C)C1(NC(CCCC1)(CC)CC)CC